NC1=CC=C(C=C1)N1N=C(C=C1C)C 1-(4-Aminophenyl)-3,5-Dimethyl-1h-Pyrazole